silylene-2,2'-bithiophene [SiH2]=S1C(=CC=C1)C=1SC=CC1